ethylene 2,5-thiophenedicarboxylate dodecanedioate C(CCCCCCCCCCC(=O)O)(=O)O.S1C2=CC=C1C(=O)OCCOC2=O